bis(4-t-butylphenyl-iodonium) ethanedisulfonate C(CS(=O)(=O)[O-])S(=O)(=O)[O-].C(C)(C)(C)C1=CC=C(C=C1)[IH+].C(C)(C)(C)C1=CC=C(C=C1)[IH+]